ClC1=C(C=CC=C1)N1C(=NN=C1C1=NC=NC=C1)C1CC(C1)NC(=O)C=1C=CC=C2C=CC=NC12 N-((1S,3r)-3-(4-(2-chlorophenyl)-5-(pyrimidin-4-yl)-4H-1,2,4-triazol-3-yl)cyclobutyl)quinoline-8-carboxamide